6'-(((1S,3S)-3-aminocyclopentyl)amino)-2H-[1,3'-bipyridin]-2-one HCl Cl.N[C@@H]1C[C@H](CC1)NC1=CC=C(C=N1)N1C(C=CC=C1)=O